didodecyl-methyl-pyrrole C(CCCCCCCCCCC)C=1C(=C(NC1)C)CCCCCCCCCCCC